NC1=CC(=C2N3CCC[C@H]3CCCCCC(C3=NN=C(C1=N2)O3)(O)C(F)(F)F)S(=O)(=O)C3=CC=C(C=C3)OC(F)(F)F (12R)-20-amino-18-[4-(trifluoromethoxy)benzenesulfonyl]-6-(trifluoromethyl)-22-oxa-3,4,16,21-tetraazatetracyclo[15.3.1.12,5.012,16]docosa-1(21),2,4,17,19-pentaen-6-ol